3-FLUORO-N-(4-(1-(2-METHYL-2-(TETRAHYDRO-2H-PYRAN-4-CARBOXAMIDO)PROPANOYL)-1,2,3,6-TETRAHYDROPYRIDIN-4-YL)PHENYL)-5,7-DIHYDRO-6H-PYRROLO[3,4-B]PYRIDINE-6-CARBOXAMIDE FC=1C=C2C(=NC1)CN(C2)C(=O)NC2=CC=C(C=C2)C=2CCN(CC2)C(C(C)(NC(=O)C2CCOCC2)C)=O